FC=1C(=NC=CC1C)[C@@H](CCOC)N1C[C@@H](N([C@@H](C1)C)C(C(C)C)=O)C(=O)NCC1=CC=C(C=C1)C=1N(C(C=CC1)=O)C (2R,6R)-4-[(1R)-1-(3-fluoro-4-methylpyridin-2-yl)-3-methoxypropyl]-6-methyl-N-{[4-(1-methyl-6-oxo-1,6-dihydropyridin-2-yl)phenyl]methyl}-1-(2-methylpropanoyl)piperazine-2-carboxamide